[C@@H]1([C@H](O)[C@H](O)[C@@H](O)[C@@H](O1)C)C(C(=O)O)(C(CCCCCCCCCCC)O)C(CC(CCCCCCCCCCC)O)=O α-L-rhamnopyranosyl-3-hydroxytetradecanoyl-3-hydroxytetradecanoic acid